Cl.FC=1C=C(CN2C(N(C(C23CCNCC3)=O)C3=NC(=CN=C3)C(F)(F)F)=O)C=C(C1)F 1-(3,5-difluorobenzyl)-3-(6-(trifluoromethyl)pyrazin-2-yl)-1,3,8-triazaspiro[4.5]decane-2,4-dione hydrochloride